6-{3-azabicyclo[3.1.0]hex-3-yl}-3-bromo-2-fluorobenzonitrile C12CN(CC2C1)C1=CC=C(C(=C1C#N)F)Br